Cl.Cl.Cl.NC1CN(CC(C1)N)C(CC(C12CC(C1)(C2)C2=CC=C(C=C2)F)NC(C2=CN=CC=C2)=O)=O N-(3-(3,5-diaminopiperidin-1-yl)-1-(3-(4-fluorophenyl)bicyclo[1.1.1]pentan-1-yl)-3-oxopropyl)nicotinamide trihydrochloride